5'-Guanylic Acid [C@@H]1([C@H](O)[C@H](O)[C@@H](COP(=O)(O)O)O1)N1C=NC=2C(=O)NC(N)=NC12